NCC[C@@H](C(=O)N[C@H]1[C@@H]([C@H]([C@@H]([C@H](C1)N)O[C@H]1OC(=CC[C@H]1N)CNCCO)O)O)O (S)-4-amino-N-((1R,2S,3R,4R,5S)-5-amino-4-(((2S,3R)-3-amino-6-(((2-hydroxyethyl)amino)methyl)-3,4-dihydro-2H-pyran-2-yl)oxy)-2,3-dihydroxycyclohexyl)-2-hydroxybutyramide